FC(C)(F)C1=C(C=CC(=N1)N=C(C1=CC=CC=C1)C1=CC=CC=C1)F N-(6-(1,1-difluoroethyl)-5-fluoropyridin-2-yl)-1,1-diphenyl-methanimine